(7R)-2-{1-[(1-benzoyl-3-methylazetidin-3-yl)methyl]-2-[1-(cyclopropylmethyl)-1H-pyrrolo[2,3-b]pyridin-2-yl]-7-methoxy-1H-1,3-benzodiazole-5-carbonyl}-2-azabicyclo[2.2.1]heptan-7-amine C(C1=CC=CC=C1)(=O)N1CC(C1)(C)CN1C(=NC2=C1C(=CC(=C2)C(=O)N2C1CCC(C2)[C@H]1N)OC)C1=CC=2C(=NC=CC2)N1CC1CC1